6-methyl-8-[4-(trifluoromethoxy)phenyl]-5-vinyl-quinoline CC=1C(=C2C=CC=NC2=C(C1)C1=CC=C(C=C1)OC(F)(F)F)C=C